COC1=CC=C(CN2C3=C(C=C(CC2=O)C=2OC(=CN2)C)C=CC(=C3)C=3C=NC=CC3)C=C1 1-(4-methoxybenzyl)-4-(5-methyloxazol-2-yl)-8-(pyridin-3-yl)-1,3-dihydro-2H-benzo[b]azepin-2-one